C(C)(C)(C)C1CCC2(OC(CO2)CN(CCC)CC)CC1 N-[(8-tert-butyl-1,4-dioxaspiro[4.5]dec-3-yl)methyl]-N-ethyl-propan-1-amine